1-methyl-3-(5-(1-methyl-1H-pyrazol-4-yl)pyridin-2-yl)urea CNC(=O)NC1=NC=C(C=C1)C=1C=NN(C1)C